NC1=NC(=CC(=N1)N1CCC(CC1)N(C(=O)NC(C)C)CC1=CC(=CC=C1)N1CCCC1)C 1-(1-(2-Amino-6-methylpyrimidin-4-yl)piperidin-4-yl)-3-isopropyl-1-(3-(pyrrolidin-1-yl)benzyl)urea